C(#N)C1=C(C=CC=C1C=1OC2=C(N1)C=C(C(=C2)C)CN2[C@@H](CCC2)C(=O)O)C2=CC=CC=C2 ((2-(2-cyano-[1,1'-biphenyl]-3-yl)-6-methylbenzo[d]oxazol-5-yl)methyl)-L-proline